NC1=NC=C(C(=N1)C=1C=C2C=CN(C(C2=C(C1F)F)=O)CCC[C@H](C)NC=1C=NNC(C1C(F)(F)F)=O)C 6-(2-amino-5-methylpyrimidin-4-yl)-7,8-difluoro-2-[(4S)-4-[[6-oxo-5-(trifluoromethyl)-1H-pyridazin-4-yl]amino]pentyl]isoquinolin-1-one